3-ethylpyrrolidine-1-sulfonamide trifluoroacetate FC(C(=O)O)(F)F.C(C)C1CN(CC1)S(=O)(=O)N